CC(CN)(C)OC[Sn](CCCC)(CCCC)CCCC 2-methyl-2-((tributylstannyl)methoxy)propan-1-amine